C1N(CCC2=CC=CC=C12)[C@H]1[C@@H](CN(CC1)C(=O)C1=CC(=NC(=N1)C#C)NC1CCN(CC1)C(C)=O)O 1-(4-((6-((3R,4R)-4-(3,4-dihydroisoquinolin-2(1H)-yl)-3-hydroxypiperidine-1-carbonyl)-2-ethynylpyrimidin-4-yl)amino)piperidin-1-yl)ethan-1-one